N-(6-chloro-1-(3-(2-hydroxyphenyl)prop-2-yn-1-yl)-3-methyl-2,4-dioxo-1,2,3,4-tetrahydropyrimidin-5-yl)-3-(p-tolyl)propanamide ClC1=C(C(N(C(N1CC#CC1=C(C=CC=C1)O)=O)C)=O)NC(CCC1=CC=C(C=C1)C)=O